ClC1=C(C(=CC=C1)Cl)C1=C(C2=C(N=C(N=C2)NC2=CC(=CC=C2)CO)N(C1=O)C)C=C 6-(2,6-dichlorophenyl)-5-ethenyl-2-{[3-(hydroxymethyl)phenyl]amino}-8-methylpyrido[2,3-d]pyrimidin-7-one